1,4-dibutylpiperidinium triflate [O-]S(=O)(=O)C(F)(F)F.C(CCC)[NH+]1CCC(CC1)CCCC